C(=O)(O)C1=C(C=CC(=C1)C(=O)O)C1=C(C(=O)O)C=CN=C1 3-(2,4-dicarboxyphenyl)isonicotinic acid